CC12C3=NC4=CC=CC5=NC=6C(=C(NC1=CC=[SiH]3)C=CC6)C2=C54 4,8,12-triaza-12c-methylsiladibenzo[cd,mn]pyrene